FC1=C(C=CC=C1F)C1=CC(=NC2=C(N=CC=C12)C1=CC=NN1C1OCCCC1)N1[C@@H](COCC1)C 4-(2,3-difluorophenyl)-2-[(3R)-3-methylmorpholin-4-yl]-8-[1-(tetrahydro-2H-pyran-2-yl)-1H-pyrazol-5-yl]-1,7-naphthyridine